NC=1C=2C(C(NN1)=O)=NN(C2C2=CC(=C(C=C2)OC2=NC(=CC=C2)C)OC)C2=CC=C(C=C2)NC(C(=C)C)=O N-(4-(4-amino-3-(3-methoxy-4-((6-methylpyridin-2-yl)oxy)phenyl)-7-oxo-6,7-dihydro-2H-pyrazolo[3,4-d]pyridazin-2-yl)phenyl)methacrylamide